C(CCC)C1CSC2=C(N(C1=O)C1=CC=CC=C1)C=C(C(=C2)OC)I 3-butyl-7-iodo-8-methoxy-5-phenyl-2,3-dihydro-1,5-benzothiazepine-4(5H)-one